C(C(C)C)(=O)OC=1C(=NC=CC1OC)C(N[C@H](C(=O)N[C@H](C(C1=CC(=CC=C1)C1CC1)C1=CC(=CC=C1)C1CC1)C)C)=O 2-(((S)-1-(((S)-1,1-bis(3-cyclopropylphenyl)propan-2-yl)amino)-1-oxopropan-2-yl)carbamoyl)-4-methoxypyridin-3-yl isobutyrate